C(C)(C)(C)OC(=O)N1C=2N(CC(C1)CN1C(C3=CC=CC=C3C1=O)=O)N=CC2Br 3-bromo-6-((1,3-dioxoisoindolin-2-yl)methyl)-6,7-dihydropyrazolo[1,5-a]pyrimidine-4(5H)-carboxylic acid tert-butyl ester